tert-Butyl 4-[[2,6-difluoro-4-(trifluoromethyl)phenyl]methylene]piperidine-1-carboxylate FC1=C(C(=CC(=C1)C(F)(F)F)F)C=C1CCN(CC1)C(=O)OC(C)(C)C